1,3-phenylene bis(4-(4-nonyloxyphenyliminomethyl) benzoate) C(CCCCCCCC)OC1=CC=C(C=C1)N=CC1=CC=C(C(=O)OC2=CC(=CC=C2)OC(C2=CC=C(C=C2)C=NC2=CC=C(C=C2)OCCCCCCCCC)=O)C=C1